4-formylbenzenesulfonyl chloride C(=O)C1=CC=C(C=C1)S(=O)(=O)Cl